BrC1=CC=C(C=C1)P(C1=CC=2C(C3=CC=CC=C3N(C2C=C1)CC)(C)C)(C1=CC=2C(C3=CC=CC=C3N(C2C=C1)CC)(C)C)=O (4-bromophenyl)bis(10-ethyl-9,9-dimethyl-9,10-dihydro-acridin-2-yl)phosphorus oxide